4-(4-methyl-1-piperazinyl)phenylboronic acid pinacol ester CN1CCN(CC1)C1=CC=C(C=C1)B1OC(C)(C)C(C)(C)O1